COC(=O)C=1C=CC2=C(OCCN2CC2=CC=CC=C2)C1.C(C)OC=1C(=C(C=CC1)NC(/C=N/O)=O)F (E)-N-(3-ethoxy-2-fluorophenyl)-2-(hydroxyimino)acetamide methyl-4-benzyl-3,4-dihydro-2H-benzo[b][1,4]oxazine-7-carboxylate